4,7-Dimethyl-1H-indene CC1=C2C=CCC2=C(C=C1)C